N1N=NC=C1C1[C@H]2CN(C[C@@H]12)C1=NN=C(O1)C=1C=NC(=NC1)NCCC1=CC=C(C#N)C=C1 4-(2-((5-(5-((1R,5S,6r)-6-(1H-1,2,3-triazol-5-yl)-3-azabicyclo[3.1.0]hexan-3-yl)-1,3,4-oxadiazol-2-yl)pyrimidin-2-yl)amino)ethyl)benzonitrile